3-[5-oxo-3-[3-(4-piperidinyl)phenoxy]-2H-pyrrol-1-yl]piperidine-2,6-dione O=C1C=C(CN1C1C(NC(CC1)=O)=O)OC1=CC(=CC=C1)C1CCNCC1